(1R,2S)-2-((2-(2-ethoxy-7-methylquinoxalin-5-yl)-5-fluorobenzo[d]thiazol-6-yl) oxy)-4,4-difluorocyclohexyl chloroformate ClC(=O)O[C@H]1[C@H](CC(CC1)(F)F)OC1=CC2=C(N=C(S2)C2=C3N=CC(=NC3=CC(=C2)C)OCC)C=C1F